FC=1C=C(C=C2CC[C@H](CC12)NS(=O)(=O)CC)CN1CCC2(CN(C2)C2=NC=NC3=CC=C(C=C23)CC(F)(F)F)CC1 |r| rac-(R)-N-(8-fluoro-6-((2-(6-(2,2,2-trifluoroethyl)quinazolin-4-yl)-2,7-diazaspiro[3.5]nonan-7-yl)methyl)-1,2,3,4-tetrahydronaphthalen-2-yl)ethanesulfonamide